3-bromo-5-cyano-4-(hydroxymethyl)benzoic acid methyl ester COC(C1=CC(=C(C(=C1)C#N)CO)Br)=O